C(C1=CC=CC=C1)OC([C@H](CO)NC(OC(C)(C)C)=O)([2H])[2H] tert-butyl (S)-(1-(benzyloxy)-3-hydroxypropan-2-yl-1,1-d2)carbamate